N-(3-((5-(3-chloro-5-fluorophenyl)-2-((1-methyl-1H-pyrazol-4-yl)amino)pyrimidin-4-yl)amino)-4-fluorophenyl)acrylamide ClC=1C=C(C=C(C1)F)C=1C(=NC(=NC1)NC=1C=NN(C1)C)NC=1C=C(C=CC1F)NC(C=C)=O